ClC=1C(=C(C=CC1)C1=C(C2=C(C=3C=CN(C3C=C2)S(=O)(=O)CC2=CC=CC=C2)CCC1)OS(=O)(=O)C(F)(F)F)C trifluoromethanesulfonic acid 7-(3-chloro-2-methylphenyl)-3-toluenesulfonyl-3,8,9,10-tetrahydrocyclohepta[e]indol-6-yl ester